FC1=CC=C(C=C1)C=1C=C2C(=NC=NC2=C(C1)OC)N[C@H]1CN(CCC1)C (R)-6-(4-Fluorophenyl)-8-methoxy-N-(1-methylpiperidin-3-yl)quinazolin-4-amine